CN1CCN(CC1)C1=NC=CC(=C1)C=1C=C2C(=NC1)NC=C2 5-[2-(4-methylpiperazin-1-yl)-4-pyridyl]-1H-pyrrolo[2,3-b]pyridine